FC1=C(C=C(C=C1)OC=1C(=C2C=CNC2=CC1F)C)C=1NC(=CN1)[C@@]1(COC2=C1C=CC=C2CCC(=O)O)C 3-[(3R)-3-[2-[2-fluoro-5-[(6-fluoro-4-methyl-1H-indol-5-yl)oxy]phenyl]-1H-imidazol-5-yl]-3-methyl-2H-benzofuran-7-yl]propanoic acid